(1S,4S)-4-((2-chloro-5-nitropyrimidin-4-yl)amino)-N,N-dimethylcyclohexane-1-carboxamide ClC1=NC=C(C(=N1)NC1CCC(CC1)C(=O)N(C)C)[N+](=O)[O-]